tetramethylcyclobutanedione monooxime CC1(C(C(C1=NO)=O)(C)C)C